6-(4-((4-((5-(Trifluoromethyl)pyridin-2-yl)amino)piperidin-1-yl)sulfonyl)phenyl)-1,4-dihydroisoquinolin-3(2H)-one FC(C=1C=CC(=NC1)NC1CCN(CC1)S(=O)(=O)C1=CC=C(C=C1)C=1C=C2CC(NCC2=CC1)=O)(F)F